NC1=C2C(=NC=N1)N(N=C2)CC=2OC1=CC=C(C=C1C(C2C2=CC=CC=C2)=O)Br 2-((4-Amino-1H-pyrazolo[3,4-d]pyrimidin-1-yl)methyl)-6-bromo-3-phenyl-4H-chromen-4-one